BrC1=NN(C2=C1N=C(N=C2NCCCC)NC(OC)=O)CC2=C(C=C(C=C2)CNC2CCOCC2)OC methyl (3-bromo-7-(butylamino)-1-(2-methoxy-4-(((tetrahydro-2H-pyran-4-yl)amino)methyl)benzyl)-1H-pyrazolo[4,3-d]pyrimidin-5-yl)carbamate